C1(CC1)CN1C(N(C(C1=O)=O)CC1=NC(=NO1)CC(=O)O)=O 2-(5-((3-(cyclopropylmethyl)-2,4,5-trioxoimidazolidin-1-yl)methyl)-1,2,4-oxadiazol-3-yl)acetic acid